1,4-bis[2-(3,4-epoxycyclohexyl)ethyldimethoxysilyl]benzene C1(CC2C(CC1)O2)CC[Si](C2=CC=C(C=C2)[Si](OC)(OC)CCC2CC1C(CC2)O1)(OC)OC